1-(4-methoxybenzyl)-2-oxo-1,2-dihydropyridin-4-yl 2,4,6-tri-O-acetyl-3-deoxy-3-[4-(3,4,5-trifluorophenyl)-1H-1,2,3-triazol-1-yl]-1-thio-α-D-galactopyranoside C(C)(=O)O[C@H]1[C@@H](SC2=CC(N(C=C2)CC2=CC=C(C=C2)OC)=O)O[C@@H]([C@@H]([C@@H]1N1N=NC(=C1)C1=CC(=C(C(=C1)F)F)F)OC(C)=O)COC(C)=O